N-(5-bromo-2-nitrophenyl)-5,6,7,8-tetrahydronaphthalen-2-amine BrC=1C=CC(=C(C1)NC1=CC=2CCCCC2C=C1)[N+](=O)[O-]